C(C)(C)(C)C1=C(C=CC=C1)C=N[S@@](=O)C(C)(C)C (S)-N-[(2-tert-butylphenyl)methylidene]-2-methylpropane-2-sulfinamide